3-(2,6-Dichloro-3,5-dimethyloxyphenyl)-1-[6-[[4-(4-ethylpiperazin-1-yl)phenyl]amino]pyrimidin-4-yl]-1-methylurea ClC1=C(C(=C(C=C1OC)OC)Cl)NC(N(C)C1=NC=NC(=C1)NC1=CC=C(C=C1)N1CCN(CC1)CC)=O